N-(4-tert-butylcyclohexyl)-4-[[2-(5-chloro-2-hydroxy-phenyl)acetyl]amino]pyridine-2-carboxamide C(C)(C)(C)C1CCC(CC1)NC(=O)C1=NC=CC(=C1)NC(CC1=C(C=CC(=C1)Cl)O)=O